(((methylsulfonyl)methoxy)methyl)tetrahydro-2H-pyran-3-amine hydrochloride Cl.CS(=O)(=O)COCC1OCCCC1N